C(C)[C@]1(CC[C@@]2([C@H]3CC[C@@]4([C@H](CC[C@H]4[C@@H]3CC[C@@H]2C1)[C@H](C)[C@@H](CCC(C)C)O)C)C)O (3R,5R,8R,9S,10S,13S,14S,17R)-3-ethyl-17-((2S,3R)-3-hydroxy-6-methylheptan-2-yl)-10,13-dimethylhexadecahydro-1H-cyclopenta[a]phenanthren-3-ol